C1(CCC1)N1C(=NC2=C1C=CC(=C2)F)NC(CC(C)(C)C)=O N-(1-cyclobutyl-5-fluoro-1H-benzo[d]imidazol-2-yl)-3,3-dimethylbutanamide